OC=1C(=NN=NC1)C1=CC=CC=C1 Hydroxyphenyltriazin